N-phenyl-9H-purin-6-amine C1(=CC=CC=C1)NC1=C2N=CNC2=NC=N1